6-(N,S-dimethylsulfonimidoyl)pyridin-3-ol CN=S(=O)(C)C1=CC=C(C=N1)O